perfluoro-1,3-bis(vinyloxy)propane FC(C(C(OC(=C(F)F)F)(F)F)(F)F)(OC(=C(F)F)F)F